3-(3-(5-amino-6-((1-(1-methylpiperidin-4-yl)-1H-pyrazol-4-yl)oxy)pyrazin-2-yl)-5-(2-oxa-6-azaspiro[3.3]heptan-6-yl)phenyl)oxetan-3-ol NC=1N=CC(=NC1OC=1C=NN(C1)C1CCN(CC1)C)C=1C=C(C=C(C1)N1CC2(COC2)C1)C1(COC1)O